(E)-7-(4-methoxybenzyl)-3-(2-((3-oxo-3-(4-(5-(trifluoromethyl)pyrimidin-2-yl)piperazin-1-yl)prop-1-en-1-yl)oxy)ethyl)-1-(trifluoromethyl)-6,7-dihydroimidazo[1,5-a]pyrazin-8(5H)-one COC1=CC=C(CN2C(C=3N(CC2)C(=NC3C(F)(F)F)CCO\C=C\C(N3CCN(CC3)C3=NC=C(C=N3)C(F)(F)F)=O)=O)C=C1